OC(C(C(=O)OC)=C)C1=NC(=CC=C1)C(F)(F)F Methyl 2-{hydroxy[6-(trifluoromethyl)pyridin-2-yl]methyl}prop-2-enoate